(4aR,8aS)-6-[3-[4-(2-Methylpyrazol-3-yl)phenyl]azetidine-1-carbonyl]-4,4a,5,7,8,8a-hexahydropyrido[4,3-b][1,4]oxazin-3-one CN1N=CC=C1C1=CC=C(C=C1)C1CN(C1)C(=O)N1C[C@@H]2[C@@H](OCC(N2)=O)CC1